1,2-dimethylbutylamine CC(C(CC)C)N